2-(2-trifluoromethylbenzylidene)-5-hydroxy-2,3-dihydro-1H-inden-1-one FC(C1=C(C=C2C(C3=CC=C(C=C3C2)O)=O)C=CC=C1)(F)F